C(CCC)(=O)N[C@@H](CCC(=O)O)C(=O)O N-butyryl-glutamic acid